BrC1=C(C(=C(C=C1)N1N=C2CC(NCC3C2=C1CCN3C(=O)OC(C)(C)C)=O)O)F tert-butyl 2-(4-bromo-3-fluoro-2-hydroxyphenyl)-8-oxo-2,3,4,5a,6,7,8,9-octahydro-5H-1,2,5,7-tetraazabenzo[cd]azulene-5-carboxylate